7-((cis)-4-(3-aminoazetidin-1-yl)cyclohexyl)-5-(4-phenoxyphenyl)-7H-pyrrolo[2,3-d]pyrimidin-4-amine NC1CN(C1)[C@H]1CC[C@H](CC1)N1C=C(C2=C1N=CN=C2N)C2=CC=C(C=C2)OC2=CC=CC=C2